C(C)[C@@]1(C[C@@H]2[C@@H]([C@H]3CC[C@@]4([C@H](CCC[C@H]4[C@@H]3CC2)C(C)=O)C)CCC1)O 1-((1S,4aS,4bR,6aR,8R,11aS,11bR,13aS)-8-ethyl-8-hydroxy-13a-methyloctadecahydro-1H-cyclohepta[a]phenanthren-1-yl)ethan-1-one